FC=1C=C(CN(S(=O)(=O)C)C=2C=NC=CC2)C=CC1C=1OC(=NN1)C(F)(F)F N-(3-fluoro-4-(5-(trifluoromethyl)-1,3,4-oxadiazol-2-yl)benzyl)-N-(pyridin-3-yl)methanesulfonamide